dimethyl (2-methylcyclohexylmethylene)malonate CC1C(CCCC1)C=C(C(=O)OC)C(=O)OC